2-[4-[4-(2,6-dioxo-3-piperidyl)phenyl]piperazin-1-yl]acetaldehyde O=C1NC(CCC1C1=CC=C(C=C1)N1CCN(CC1)CC=O)=O